1-(4-bromopyridin-2-yl)-2-fluoroethan-1-ol BrC1=CC(=NC=C1)C(CF)O